(2-hydroxy-3-methylphenyl)-4-isopropyl-5-methylimidazole OC1=C(C=CC=C1C)C=1NC(=C(N1)C(C)C)C